N[C@@H](COC1=NC(=NC(=C1)C1=C(C=CC=C1C)C(C)C)NS(=O)(=O)C=1C=C(C(=O)O)C=CC1)CC(C)(C)C 3-[[4-[(2R)-2-amino-4,4-dimethyl-pentoxy]-6-(2-isopropyl-6-methyl-phenyl)pyrimidin-2-yl]sulfamoyl]benzoic acid